2-(6-chloro-5-morpholinopyridazin-3-yl)-2-(2,6-dichlorophenyl)acetamide ClC1=C(C=C(N=N1)C(C(=O)N)C1=C(C=CC=C1Cl)Cl)N1CCOCC1